ClC=1C=NC(=C(C(=O)NC2CCC(CC2)CN2C(N(C3=C2C=CC=C3)C=3C=NC(=CC3)CCCO)=O)C1)C(F)F 5-chloro-2-(difluoromethyl)-N-((1r,4r)-4-((3-(6-(3-hydroxypropyl)pyridin-3-yl)-2-oxo-2,3-dihydro-1H-benzo[d]imidazol-1-yl)methyl)cyclohexyl)nicotinamide